(1-(4-(azetidin-3-yl)-2-fluorophenyl)-2-methyl-1H-imidazol-4-yl)-N-(1-(methylsulfonyl)piperidin-4-yl)-5-(trifluoromethyl)pyrimidin-2-amine N1CC(C1)C1=CC(=C(C=C1)N1C(=NC(=C1)C1=NC(=NC=C1C(F)(F)F)NC1CCN(CC1)S(=O)(=O)C)C)F